Ethyl 2-isopropyl-1-(3-(4-((4-methoxybenzyl) oxy) phenyl) propyl)-1H-pyrrole-3-carboxylate C(C)(C)C=1N(C=CC1C(=O)OCC)CCCC1=CC=C(C=C1)OCC1=CC=C(C=C1)OC